ClC=1SC(=CN1)Cl 2,5-dichloro-1,3-thiazole